5-(2-oxa-7-azaspiro[3.4]octan-7-yl)-2,7-naphthyridin-1-one C1OCC12CCN(C2)C2=C1C=CNC(C1=CN=C2)=O